(2S)-2-{3,3-dimethyl-4-[(1r,3r)-3-hydroxycyclobutanecarbonyl]piperazin-1-yl}-N-[5-(4-fluorophenoxy)pyridin-2-yl]propanamide CC1(CN(CCN1C(=O)C1CC(C1)O)[C@H](C(=O)NC1=NC=C(C=C1)OC1=CC=C(C=C1)F)C)C